(2S)-2-(2-[2-[6-(2,5-dioxopyrrol-1-yl)hexanamido]acetamido]-acetamido)-3-phenylpropanoic acid O=C1N(C(C=C1)=O)CCCCCC(=O)NCC(=O)NCC(=O)N[C@H](C(=O)O)CC1=CC=CC=C1